FC1(CC(C1)COC(=O)N[C@H](C(=O)N[C@H](C(S(=O)(=O)[O-])O)CC1C(NCC1)=O)CC(C)C)F.[Na+] sodium (2S)-2-((S)-2-((((3,3-difluorocyclobutyl)methoxy)carbonyl)amino)-4-methylpentan-amido)-1-hydroxy-3-(2-oxopyrrolidin-3-yl)propane-1-sulfonate